5-cyano-2-amino-3-methyl-benzoic acid C(#N)C=1C=C(C(=C(C(=O)O)C1)N)C